2-(4-(6-(((tert-butoxycarbonyl)amino)methyl)-1,2,4,5-tetrazin-3-yl)phenyl)acetic acid C(C)(C)(C)OC(=O)NCC1=NN=C(N=N1)C1=CC=C(C=C1)CC(=O)O